2-[[3-(dimethylamino)propyl]-methylamino]ethanol CN(CCCN(CCO)C)C